(S)-3-amino-3-(6-methoxybiphenyl-3-yl)propionic acid ethyl ester C(C)OC(C[C@@H](C=1C=C(C(=CC1)OC)C1=CC=CC=C1)N)=O